C(C)(C)(C)OC(=O)N[C@@H](CC(=O)OCC)C1=C(C(=CC(=C1)B1OC(C(O1)(C)C)(C)C)C1CC1)F ethyl (3S)-3-[(tert-butoxycarbonyl)amino]-3-[3-cyclopropyl-2-fluoro-5-(4,4,5,5-tetramethyl-1,3,2-dioxaborolan-2-yl)phenyl]propanoate